P(O)(O)N.C(C=C)(=O)N Acrylamide phosphoramidite